FC1=CC(=C(C=C1)NC=1C2=C(N=CN1)C=CN2C(C)C)OC(C)C N-(4-fluoro-2-isopropoxy-phenyl)-5-isopropyl-pyrrolo[3,2-d]pyrimidin-4-amine